5-(1H-Benzimidazol-2-yl)-4-bromo-1-[(4-methoxyphenyl)-methyl]pyrazol-3-amine N1C(=NC2=C1C=CC=C2)C2=C(C(=NN2CC2=CC=C(C=C2)OC)N)Br